2-(1,4-dioxaspiro[4.5]decan-8-yl)ethan-1-ol O1CCOC12CCC(CC2)CCO